COC1=C(C=NC=C1)NCC#C 4-methoxy-N-prop-2-ynyl-pyridin-3-amine